(3-Fluoro-4-((2-(trifluoromethyl)pyrimidin-5-yl)oxy)phenyl)methanol FC=1C=C(C=CC1OC=1C=NC(=NC1)C(F)(F)F)CO